1-(2,6-dimethoxyphenyl)-2-(6-ethoxypyridin-2-yl-1H-imidazo[4,5-b]pyrazin-6-yl)-1-phenylmethanesulfonamide COC1=C(C(=CC=C1)OC)C(S(=O)(=O)N)C1=C(C=CC=C1)C1=CN=C2C(=N1)N(C=N2)C2=NC(=CC=C2)OCC